OC(C(=O)OCC)(C)C 2-hydroxy-2-methyl-propanoic acid, ethyl ester